5-(4-(difluoromethyl)-6-(((S)-1,1,1-trifluoropropan-2-yl)amino)pyridin-3-yl)-N-(2-hydroxy-2-methylpropyl)-4-((S)-2-methylpyrrolidine-1-carbonyl)thiazole-2-carboxamide FC(C1=C(C=NC(=C1)N[C@H](C(F)(F)F)C)C1=C(N=C(S1)C(=O)NCC(C)(C)O)C(=O)N1[C@H](CCC1)C)F